(R)-2-(4-oxo-4H-chromen-3-yl)-2-phenylacetic acid isobutyl ester C(C(C)C)OC([C@H](C1=CC=CC=C1)C1=COC2=CC=CC=C2C1=O)=O